cyclohexyl-amine hydrofluoric acid salt F.C1(CCCCC1)N